O1[C@H]2C[C@@H]3CN(C[C@@H]3C[C@H]21)C(=O)OC(C)(C)C tert-butyl (1aR,2aR,5aS,6aS)-octahydro-4H-oxireno[2,3-f]isoindole-4-carboxylate